3-fluoro-N-(4-fluoro-3-(3-methoxyquinoxaline-6-carbonyl)phenyl)benzamide FC=1C=C(C(=O)NC2=CC(=C(C=C2)F)C(=O)C=2C=C3N=C(C=NC3=CC2)OC)C=CC1